(1-((1H-indol-3-yl)methyl)-6,7-dimethoxy-3,4-dihydro-isoquinolin-2(1H)-yl)(pyridin-4-yl)-methanone N1C=C(C2=CC=CC=C12)CC1N(CCC2=CC(=C(C=C12)OC)OC)C(=O)C1=CC=NC=C1